CN1C=NC(=C1C)C 1,4,5-trimethyl-1H-imidazole